ClC1=CC=C(C=N1)C(CC)=O 1-(6-Chloropyridin-3-yl)-1-propanone